2-(bromomethyl)phenyl-boronic acid BrCC1=C(C=CC=C1)B(O)O